OCCN(C(C(=O)O)C)CCO 2-(Bis-(2-hydroxyethyl)amino)propionic acid